C12CN(CC(CC1)N2)C=2C=1N(N=CC2)C=C(C1)C=1C=NN(C1)C 4-(3,8-diazabicyclo[3.2.1]octan-3-yl)-6-(1-methyl-1H-pyrazol-4-yl)pyrrolo[1,2-b]pyridazine